5-(2-(3-fluoro-5-morpholinophenylamino)-5-fluoropyrimidin-4-ylamino)benzo[d]oxazol-2(3H)-one ditrifluoroacetate salt FC(C(=O)O)(F)F.FC(C(=O)O)(F)F.FC=1C=C(C=C(C1)N1CCOCC1)NC1=NC=C(C(=N1)NC=1C=CC2=C(NC(O2)=O)C1)F